C(C)(C)(C)OC(=O)N(C(C(=O)O)CC1CCC1)C 2-[tert-butoxycarbonyl(methyl)amino]-3-cyclobutyl-propanoic acid